acetyl-3-hydroxypropionic acid C(C)(=O)C(C(=O)O)CO